C1(=CC=CC=C1)CC(=O)NC=1[Se]C(=CN1)C(=O)NC1=C(C=CC=C1C)Cl 2-(2-phenylacetylamino)-N-(2-chloro-6-methylphenyl)-1,3-selenazole-5-carboxamide